(S)-2-(2,6-dichlorobenzoylamino)-3-(5-(5-methoxy-2-methyl-3-oxo-2,3-dihydropyridazin-4-yl)quinolin-8-yl)propionic acid ClC1=C(C(=O)N[C@H](C(=O)O)CC=2C=CC(=C3C=CC=NC23)C=2C(N(N=CC2OC)C)=O)C(=CC=C1)Cl